tert-butyl 3-ethyl-3-(1-methyl-3,6-dihydro-2H-pyridin-4-yl)pyrrolidine-1-carboxylate C(C)C1(CN(CC1)C(=O)OC(C)(C)C)C=1CCN(CC1)C